2-hydroxy-4-isopropylbenzaldehyde OC1=C(C=O)C=CC(=C1)C(C)C